5-bromo-4-fluoro-3,3-dimethyl-indolin-2-one BrC=1C(=C2C(C(NC2=CC1)=O)(C)C)F